BrC1(C(C=NC(=C1)C)O)C(C)=O (4-bromo-3-hydroxy-6-methylpyridin-4-yl)ethan-1-one